C1(=CC=CC=C1)C=1C=CN2C=CC(=CC12)C(=O)O 1-phenyl-indolizine-7-carboxylic acid